Cl.C(C1=CC=CC=C1)(=O)NC=1C=C2C(=CNC2=CC1)C=1CCN(CC1)CC 5-benzoylamino-3-(1-ethyl-1,2,3,6-tetrahydropyridin-4-yl)-1H-indole hydrochloride